BrC1=C(C=CC=C1)C([C@@]1(C[C@H](N(C1)C(=O)OC(C)(C)C)C(N)=O)C(N)=O)O t-butyl (2S,4S)-4-((2-bromophenyl)(hydroxy)methyl)-2,4-dicarbamoylpyrrolidine-1-carboxylate